F[C@@H]1CN(CC1)CC(=O)NC=1N=CC2=CC=C(C=C2C1)C=1C=NN(C1)C (S)-2-(3-fluoropyrrolidin-1-yl)-N-(6-(1-methyl-1H-pyrazol-4-yl)isoquinolin-3-yl)acetamide